C(CCC)C1(NC(CC1)(C)C)CCCC 2,2-dibutyl-5,5-dimethylpyrrolidin